N-[5-(trifluoromethoxy)-3-pyridyl]ethanesulfonamide FC(OC=1C=C(C=NC1)NS(=O)(=O)CC)(F)F